1-(5-fluoro-2-nitrophenoxy)cyclopropane-1-carboxylic acid ethyl ester C(C)OC(=O)C1(CC1)OC1=C(C=CC(=C1)F)[N+](=O)[O-]